4-Chloro-7-nitrobenzofurazan ClC1=CC=C(C=2C1=NON2)[N+](=O)[O-]